3-(2,6-dichlorophenyl)-5-phenylisoxazole-4-carboxylic acid methyl ester COC(=O)C=1C(=NOC1C1=CC=CC=C1)C1=C(C=CC=C1Cl)Cl